acrylic acid Heptadecafluorodecyl ester FC(C(C(C(C(C(C(F)(F)OC(C=C)=O)(F)F)(F)F)(F)F)(F)F)(F)F)(CCC(F)(F)F)F